FC1=C(C=CC(=C1F)O)C=1C(=NN(C1)C1=CC=C(C=N1)NC(OC(C)(C)C)=O)C tert-butyl N-[6-[4-(2,3-difluoro-4-hydroxy-phenyl)-3-methyl-pyrazol-1-yl]-3-pyridyl]carbamate